C1(CC=CC1)NC1=CC(=CC(=N1)N1C(C2=CC=CC(=C2C1)C(F)(F)F)=O)C1(COC1)CC1=NN=CN1C 2-(6-(cyclopent-3-en-1-ylamino)-4-(3-((4-methyl-4H-1,2,4-triazol-3-yl)methyl)oxetan-3-yl)pyridin-2-yl)-4-(trifluoromethyl)isoindolin-1-one